FC=1C(N(C=C(C1)C=1C2=C(N=C(N1)S(=O)(=O)CCC(C1=CC=CC=C1)OCC1=C(C=CC=C1)F)SC=C2)CC2=CC(=C(C=C2)OC)F)=O 3-fluoro-1-(3-fluoro-4-methoxybenzyl)-5-(2-(3-(2-fluorobenzyloxy)-3-phenylpropylsulfonyl)thieno[2,3-d]pyrimidin-4-yl)pyridin-2(1H)-one